ClC1=CC(=C(C=C1)S(=O)(=O)N[C@@H]([C@H](C)C1=CC=CC=2CCCCC12)C=1OC(NN1)=O)[N+](=O)[O-] 4-chloro-2-nitro-N-((1S,2R)-1-(5-oxo-4,5-dihydro-1,3,4-oxadiazol-2-yl)-2-(5,6,7,8-tetrahydronaphthalen-1-yl)propyl)benzenesulfonamide